O=C1NC(CCC1N1C(C2=CC=C(C(=C2C1)F)N1CCC(CC1)(F)CN1CCN(CC1)C(=O)OCC1=CC=CC=C1)=O)=O benzyl 4-[[1-[2-(2,6-dioxo-3-piperidyl)-4-fluoro-1-oxo-isoindolin-5-yl]-4-fluoro-4-piperidyl]methyl]piperazine-1-carboxylate